((2-(2,6-Dioxopiperidin-3-yl)-3-oxo-2,3-dihydro-1H-imidazo[1,5-a]indol-7-yl)methyl)carbamic acid tert-butyl ester C(C)(C)(C)OC(NCC1=CC=2C=C3N(C2C=C1)C(N(C3)C3C(NC(CC3)=O)=O)=O)=O